methyl 2-[4-(hydroxymethyl)cyclohexyl]-6-[[6-(trifluoromethyl)pyridine-2-carbonyl] amino]imidazo[1,2-a]pyridine-7-carboxylate OCC1CCC(CC1)C=1N=C2N(C=C(C(=C2)C(=O)OC)NC(=O)C2=NC(=CC=C2)C(F)(F)F)C1